Methyl 6-((2-(5-(3-(5-(tert-butyl)isoxazol-3-yl)ureido)-1H-indole-2-carbonyl)-1H-indol-5-yl)oxy)hexanoate C(C)(C)(C)C1=CC(=NO1)NC(NC=1C=C2C=C(NC2=CC1)C(=O)C=1NC2=CC=C(C=C2C1)OCCCCCC(=O)OC)=O